3-(allyloxy)-5-(1-(4-((2-methylthieno[3,2-b]pyridin-7-yl)oxy)piperidin-1-yl)ethyl)isoxazole C(C=C)OC1=NOC(=C1)C(C)N1CCC(CC1)OC1=C2C(=NC=C1)C=C(S2)C